7-chloro-8-methoxy-pyrido[4,3-d]pyrimidine-2,4-diol ClC1=C(C=2N=C(N=C(C2C=N1)O)O)OC